N1=CC=CC2=CC=CC(=C12)OCCCC1(C(C=CC=C1)N)N 1-(3-(quinolin-8-yloxy)propyl)benzene-1,2-diamine